C(C)(=O)NC1=NC=CC(=C1)C1=C(N=CN1CC(=O)N1CCN(CC1)C(=O)OCC1=CC=CC=C1)C1=CC=C(C=C1)F benzyl 4-{2-[5-(2-acetamidopyridin-4-yl)-4-(4-fluorophenyl)-1H-imidazol-1-yl]acetyl}piperazine-1-carboxylate